CN(CCNC(CN(C(OC(C)(C)C)=O)CC)=O)C tert-butyl N-[2-[2-(dimethylamino) ethylamino]-2-oxo-ethyl]-N-ethyl-carbamate